(S)-5-bromo-3-methyl-2-nitro-N-(oxetan-2-ylmethyl)aniline BrC=1C=C(C(=C(NC[C@H]2OCC2)C1)[N+](=O)[O-])C